(1S,2R,4R)-2-bromo-1-isopropyl-4-methylcyclohexane Br[C@H]1[C@@H](CC[C@H](C1)C)C(C)C